[(2S,3R,4R,5S,6S)-3,5-dihydroxy-4-methoxy-6-methyltetrahydro-2H-pyran-2-yl]oxy-3-iodo-5,6-dimethoxy-2-methylbenzenecarbothioate O[C@H]1[C@@H](O[C@H]([C@@H]([C@H]1OC)O)C)OC1=C(C(=C(C(=C1OC)OC)C([O-])=S)C)I